4-(1-((1R,3S)-3-aminocyclohexyl)-6-(1H-1,2,4-triazol-3-yl)-1H-imidazo[4,5-c]pyridin-2-yl)-3-methylbutan-1-ol N[C@@H]1C[C@@H](CCC1)N1C(=NC=2C=NC(=CC21)C2=NNC=N2)CC(CCO)C